COC1=NC(=NC(=C1)OC)NC=C1N=C(OC1=O)C1=CC=CC=C1 4-{[(4,6-dimethoxypyrimidin-2-yl)amino]methylidene}-2-phenyl-4,5-dihydro-1,3-oxazol-5-one